6-((4-(7-(Dimethylphosphoryl)-1H-indol-3-yl)-5-(trifluoromethyl)pyrimidin-2-yl)amino)-2-Azaspiro[3.3]heptane-2-carboxylate CP(=O)(C)C=1C=CC=C2C(=CNC12)C1=NC(=NC=C1C(F)(F)F)NC1CC2(CN(C2)C(=O)[O-])C1